N1(CCNCCC1)C=1C=2N(C=CC1)C(=CN2)N2C(NC(CC2)=O)=O 1-[8-(1,4-Diazepan-1-yl)imidazo[1,2-a]pyridin-3-yl]hexahydropyrimidine-2,4-dione